dimethyl-5-(4,4,5,5-tetramethyl-1,3,2-dioxaborolan-2-yl)-1,3-dihydro-2H-benzo[d]imidazol-2-one CN1C(N(C2=C1C=C(C=C2)B2OC(C(O2)(C)C)(C)C)C)=O